N1CCC(C1)=O 2H-pyrrolinone